The molecule is a hydroxycoumarin that is novobiocin lacking the carbamoyl group from position 3 on the hexose ring. It has a role as a metabolite. It is a member of benzamides, a hydroxycoumarin, a hexoside and a monosaccharide derivative. It is a conjugate acid of a descarbamoylnovobiocin(1-). CC1=C(C=CC2=C1OC(=O)C(=C2O)NC(=O)C3=CC(=C(C=C3)O)CC=C(C)C)O[C@H]4[C@@H]([C@@H]([C@H](C(O4)(C)C)OC)O)O